C(C)NC(CN(C)CC1=C(C=CC(=C1)C=O)OC)=O N-ETHYL-2-([(5-FORMYL-2-METHOXYPHENYL)METHYL](METHYL)AMINO)ACETAMIDE